C(CCC(C)C)(=O)OCCCCCC n-hexyl isohexanoate